NCCCCCCCC(=O)OCCCCCCCC 1-octyl 8-aminocaprylate